(3-ethynyl-8-methyl-6-quinolyl)oxyN-propylbutanamide (S)-methyl-2-amino-5,5-dimethylhexanoate hydrochloride Cl.COC([C@H](CCC(C)(C)C)N)=O.C(#C)C=1C=NC2=C(C=C(C=C2C1)OC(C(=O)NCCC)CC)C